N1=NC(=CC=C1)C1=CNC2=NC=CC=C21 3-pyridazin-3-yl-1H-pyrrolo[2,3-b]pyridin